C1(CC1)C#C[C@@]1(NC(NC2=CC(=C(C=C12)F)CC1C(NC(N1C)=O)=O)=O)C(C)(F)F 5-(((S)-4-(cyclopropylethynyl)-4-(1,1-difluoroethyl)-6-fluoro-2-oxo-1,2,3,4-tetrahydroquinazolin-7-yl)methyl)-1-methylimidazolidine-2,4-dione